C(C)(C)(C)OC(=O)N[C@@H]1C[C@@H](CC1)C(=O)O (3S,1R)-3-[(tert-butoxy)carbonylamino]cyclopentanecarboxylic acid